5-bromo-2,3-dihydrobenzofuran-4-amine BrC1=CC=C2C(CCO2)=C1N